4-[[(3S,4R)-3-fluoro-1-methyl-4-piperidyl]amino]-1-(2,2,2-trifluoroethyl)indole-2-carbonitrile F[C@H]1CN(CC[C@H]1NC1=C2C=C(N(C2=CC=C1)CC(F)(F)F)C#N)C